7-(8-(methoxymethyl)naphthalen-1-yl)pyrido[4,3-d]pyrimidine dihydrochloride Cl.Cl.COCC=1C=CC=C2C=CC=C(C12)C1=CC=2N=CN=CC2C=N1